CC(C)=CCC[C@@H](C)[C@H]1CC[C@H]2[C@@H]3CC=C4C[C@H](CC[C@]4(C)[C@H]3CC[C@]12C)O cholest-5,24-dien-3β-ol